N-(4-(4-amino-5-(3-fluoro-4-((4-methylpyridin-2-yl)oxy)phenyl)pyrazolo[5,1-f][1,2,4]triazin-6-yl)phenyl)-2-fluoroacrylamide NC1=NC=NN2C1=C(C(=N2)C2=CC=C(C=C2)NC(C(=C)F)=O)C2=CC(=C(C=C2)OC2=NC=CC(=C2)C)F